C(C)(=O)NC=1SC2=C(C1C(=O)OCC)C=CC(=C2)O ethyl 2-(acetylamino)-6-hydroxy-1-benzothiophene-3-carboxylate